N2-acetyl-N6-[(9H-fluoren-9-yl-methoxy)carbonyl]-L-lysyl-L-valyl-N5-carbamoyl-N-[4-({[(pentafluorophenoxy)carbonyl]oxy}methyl)phenyl]-L-ornithinamide C(C)(=O)N[C@@H](CCCCNC(=O)OCC1C2=CC=CC=C2C=2C=CC=CC12)C(=O)N[C@@H](C(C)C)C(=O)N[C@@H](CCCNC(N)=O)C(=O)NC1=CC=C(C=C1)COC(=O)OC1=C(C(=C(C(=C1F)F)F)F)F